ethyl 2-(1-benzyl-6-oxo-1,6-dihydropyridin-3-yl)-2,2-difluoroacetate C(C1=CC=CC=C1)N1C=C(C=CC1=O)C(C(=O)OCC)(F)F